ClC=1C=C(NC2=NC=NC3=CC=C(C=C23)N)C=CC1F 4-(3-chloro-4-fluoroanilino)-6-aminoquinazoline